N-[(1S)-1-(4,4-difluorocyclohexyl)-2-oxo-2-[[1-[(2-oxo-1H-pyridin-3-yl)methyl]pyrazol-4-yl]amino]ethyl]-4-ethyl-1,2,5-oxadiazole-3-carboxamide FC1(CCC(CC1)[C@@H](C(NC=1C=NN(C1)CC=1C(NC=CC1)=O)=O)NC(=O)C1=NON=C1CC)F